COC(=O)C1=CC2=C(S1)C(=CC=C2Br)F 4-bromo-7-fluorobenzo[b]thiophene-2-carboxylic acid methyl ester